CC1=C(C=C(C(=C1)/C=C/C1=NC=CC=C1)C)/C=C/C1=NC=CC=C1 2'-((1E,1'E)-(2,5-dimethyl-1,4-phenylene)bis(ethene-2,1-diyl))dipyridine